isopropyl (S)-2-((S)-2-cyclopentyl-2-methoxyacetamido)-6-diazo-5-oxohexanoate C1(CCCC1)[C@@H](C(=O)N[C@H](C(=O)OC(C)C)CCC(C=[N+]=[N-])=O)OC